diethylene glycol bis(3-mercaptobutyrate) SC(CC(=O)OCCOCCOC(CC(C)S)=O)C